2-(1-benzhydrylpiperidin-4-yl)-5-fluoro-1,2,3,4-tetrahydro-2,7-naphthyridine C(C1=CC=CC=C1)(C1=CC=CC=C1)N1CCC(CC1)N1CC2=CN=CC(=C2CC1)F